C(C)(C)(C)OC(=O)N1[C@@H]2C[C@@H]2C[C@@H]1CO (1R,3R,5R)-3-(hydroxymethyl)-2-azabicyclo[3.1.0]hexane-2-carboxylic acid tert-butyl ester